BrC=1C=C(C=CC1)[C@@H](C)NC1=NC(=NC2=C(C(=C(C=C12)OC)OC)CCCCCCC(=O)O)C (R)-7-(4-((1-(3-Bromophenyl)ethyl)amino)-6,7-dimethoxy-2-methylquinazolin-8-yl)heptanoic acid